[N+](=O)([O-])C1=CC=C(C(=O)O[C@H](CC)C2CCCCC2)C=C1 (R)-1-cyclohexylpropyl 4-nitrobenzoate